ClC=1C=C(C=C(C1)NS(=O)(=O)C)NC(=O)C=1SC(=C(C1)C1=NC=C(C=C1OCC=1C=NC=C(C1)F)F)C#N N-(3-chloro-5-methanesulfonamidophenyl)-5-cyano-4-{5-fluoro-3-[(5-fluoropyridin-3-yl)methoxy]pyridin-2-yl}thiophene-2-carboxamide